4-((8-isopropyl-2-methylpyrazolo[1,5-a][1,3,5]triazine-4-yl)amino)piperidine-1-carboxylic acid (1-(tert-butyloxycarbonyl)pyrrolidin-2-yl)methyl ester C(C)(C)(C)OC(=O)N1C(CCC1)COC(=O)N1CCC(CC1)NC1=NC(=NC=2N1N=CC2C(C)C)C